C[C@@]1(CC12CCN(CC2)C(C)C)C(=O)N[C@@H](CCCCCC(CC)=O)C=2NC(=CN2)C=2C=C1C=CC(=NC1=CC2)C (1S)-1-Methyl-6-(1-methylethyl)-N-{(1S)-1-[5-(2-methylchinolin-6-yl)-1H-imidazol-2-yl]-7-oxononyl}-6-azaspiro[2.5]octan-1-carboxamid